P(O)(=O)(OP(=O)(O)OP(=O)(O)O)OC[C@@H]1[C@H]([C@H]([C@@H](O1)C1=CN(C(=O)NC1=O)CCCN)O)O 1-(3-amino-propyl)pseudouridine triphosphate